N-((6-(tert-butyl)-3-methoxypyridin-2-yl)sulfonyl)-5-(pyridin-2-yl)quinoline-2-carboxamide C(C)(C)(C)C1=CC=C(C(=N1)S(=O)(=O)NC(=O)C1=NC2=CC=CC(=C2C=C1)C1=NC=CC=C1)OC